N-(2-(4-fluorophenoxy)ethyl)-4-(5,6,7,8-tetrahydro-1,8-naphthyridin-2-yl)butanamide FC1=CC=C(OCCNC(CCCC2=NC=3NCCCC3C=C2)=O)C=C1